C1(CC1)[C@]1(N(C(C[C@H]1C1(CC1)C(=O)N)=O)C=1C=C2C=NN(C2=CC1)C1=CC=C(C=C1)F)C1=CC=CC=C1 |r| (rac-(2R,3S)-2-cyclopropyl-1-(1-(4-fluorophenyl)-1H-indazol-5-yl)-5-oxo-2-phenylpyrrolidin-3-yl)cyclopropanecarboxamide